tert-butyl 5-(5-fluoro-2-((5-(4-methylpiperazin-1-yl)-2-(trifluoromethoxy) phenyl) amino) pyrimidin-4-yl)-1-methyl-3-oxoisoindole-2-carboxylate FC=1C(=NC(=NC1)NC1=C(C=CC(=C1)N1CCN(CC1)C)OC(F)(F)F)C=1C=C2C(N(C(C2=CC1)C)C(=O)OC(C)(C)C)=O